1-methyl-8-(4-nitrophenyl)imidazo[1,5-a]pyridine CC=1N=CN2C1C(=CC=C2)C2=CC=C(C=C2)[N+](=O)[O-]